C(C)OC1=NC=CC=C1C=1C=C(C=2N(N1)C(=NC2C(C)C)C)NCC=2C=NNC2 2-(2-ethoxy-3-pyridinyl)-5-isopropyl-7-methyl-N-(1H-pyrazol-4-ylmethyl)imidazo[1,5-b]pyridazin-4-amine